N-((1H-pyrrolo[3,2-c]pyridin-2-yl)methyl)-2-(5-((2-aminoethyl)amino)-6-oxo-2-phenylpyrimidin-1(6H)-yl)acetamide hydrochloride Cl.N1C(=CC=2C=NC=CC21)CNC(CN2C(=NC=C(C2=O)NCCN)C2=CC=CC=C2)=O